tert-Butyl 5-(cyclohexylsulfonyl)-2,5-diazabicyclo[2.2.1]heptane-2-carboxylate C1(CCCCC1)S(=O)(=O)N1C2CN(C(C1)C2)C(=O)OC(C)(C)C